[6-(5-cyclopropyl-4H-1,2,4-triazol-3-yl)-2-azaspiro[3.3]heptan-2-yl]-[6-[(4-methylsulfonylphenyl)methyl]-2-azaspiro[3.4]octan-2-yl]methanone C1(CC1)C=1NC(=NN1)C1CC2(CN(C2)C(=O)N2CC3(C2)CC(CC3)CC3=CC=C(C=C3)S(=O)(=O)C)C1